1-(3-bromo-4-methoxyphenyl)ethanone BrC=1C=C(C=CC1OC)C(C)=O